cholestanoyl diaminobenzoate NC=1C(=C(C(=O)OC(C(C)CCC[C@@H](C)[C@H]2CC[C@H]3[C@@H]4CCC5CCCC[C@]5(C)[C@H]4CC[C@]23C)=O)C=CC1)N